methyl (S)-2-(((benzyloxy) carbonyl) amino)-4-hydroxybutyrate C(C1=CC=CC=C1)OC(=O)N[C@H](C(=O)OC)CCO